FC1=CN=CC=2[C@H]3N(C[C@@H](OC21)C3)C(=O)OC(C)(C)C tert-butyl (2S,5S)-9-fluoro-2,3-dihydro-2,5-methanopyrido[3,4-f][1,4]oxazepine-4(5H)-carboxylate